ClC=1C=C(C=CC1)C1(NC=C(C(=N1)NC1CCNCC1)C=1C=NN(C1)C)N 2-(3-chlorophenyl)-5-(1-methyl-1H-pyrazol-4-yl)-N4-(piperidin-4-yl)pyrimidine-2,4-diamine